(S)-2-amino-N-(1-(6-((1-methyl-1H-pyrazol-4-yl)ethynyl)-5-oxo-4-phenyl-4,5-dihydro-2H-furo[4,3,2-de]isoquinolin-3-yl)ethyl)pyrazolo[1,5-a]pyrimidine-3-carboxamide NC1=NN2C(N=CC=C2)=C1C(=O)N[C@@H](C)C=1N(C(C=2C(=CC=C3C2C1CO3)C#CC=3C=NN(C3)C)=O)C3=CC=CC=C3